3-((1,3-bis(((Z)-octadec-9-enoyl)oxy)-2-((((Z)-octadec-9-enoyl)oxy)methyl)propan-2-yl)amino)propanoic acid C(CCCCCCC\C=C/CCCCCCCC)(=O)OCC(COC(CCCCCCC\C=C/CCCCCCCC)=O)(COC(CCCCCCC\C=C/CCCCCCCC)=O)NCCC(=O)O